2-[[8-benzyloxy-6-(4-tert-butyl-2-methyl-phenyl)-1,5-naphthyridin-2-yl]oxy]-N,N-dimethyl-ethanamine C(C1=CC=CC=C1)OC=1C=C(N=C2C=CC(=NC12)OCCN(C)C)C1=C(C=C(C=C1)C(C)(C)C)C